(R)-8-((s)-4-acryloyl-2-methylpiperazin-1-yl)-10-chloro-11-(4-fluorophenyl)-3-methoxy-3,4-dihydro-2H,6H-[1,4]thiazepino[2,3,4-ij]quinazolin-6-one C(C=C)(=O)N1C[C@@H](N(CC1)C1=NC(N2C3=C(C(=C(C=C13)Cl)C1=CC=C(C=C1)F)SC[C@@H](C2)OC)=O)C